N-[(4-fluorophenyl)methyl]-beta-alanine ethyl ester C(C)OC(CCNCC1=CC=C(C=C1)F)=O